8-(3-(1-Ethyl-1H-pyrazol-4-yl)-1H-pyrazolo[4,3-d]pyrimidin-5-yl)-3-methyl-3,8-diazabicyclo[3.2.1]octan-2-one C(C)N1N=CC(=C1)C1=NNC2=C1N=C(N=C2)N2C1C(N(CC2CC1)C)=O